phenothiazine-5,5-dioxide C1=CC=CC=2S(C3=CC=CC=C3NC12)(=O)=O